COCCCCCN1C=[N+](C=C1)CCCCCOC 1,3-bis(5-methoxypentyl)imidazolium